2,8-DIMETHYL-6-(4,4,5,5-TETRAMETHYL-1,3,2-DIOXABOROLAN-2-YL)IMIDAZO[1,2-B]PYRIDAZINE CC=1N=C2N(N=C(C=C2C)B2OC(C(O2)(C)C)(C)C)C1